4-(4,4,5,5-tetramethyl-1,3,2-dioxaborolan-2-yl)-2-{[(2S)-1-(1H-tetrazol-1-yl)propan-2-yl]oxy}benzonitrile CC1(OB(OC1(C)C)C1=CC(=C(C#N)C=C1)O[C@H](CN1N=NN=C1)C)C